C(\C=C\C(=O)[O-])(=O)OCCCCCCCCCCCCCCCCCC.[Mg+2].C(CCCCCCCCCCCCCCCCC)OC(\C=C\C(=O)[O-])=O Magnesium Stearyl Fumarate